CC1=C(C=NN1C1=CC=C(C=C1)C=1C=NN(C1)C)C(=O)NC1CC2(C1)CC(C2)OC2=C(C=C1C(=N2)N(N=C1)C)C(N)=O 5-methyl-1-[4-(1-methyl-1H-pyrazol-4-yl)phenyl]-N-[(4s)-6-({5-carbamoyl-1-methyl-1H-pyrazolo[3,4-b]pyridin-6-yl}oxy)spiro[3.3]heptan-2-yl]-1H-pyrazole-4-carboxamide